ClC[Si](OCCCC)(C)C chloromethyl-(dimethyl)butyl-oxysilane